(5R)-5-(aminomethyl)-N-[4-(difluoromethoxy)phenyl]-N-methyl-5,6,7,8-tetrahydronaphthalen-2-amine NC[C@H]1C=2C=CC(=CC2CCC1)N(C)C1=CC=C(C=C1)OC(F)F